{3-(acryloyloxy)propyl}dimethylmethoxysilane C(C=C)(=O)OCCC[Si](OC)(C)C